N-[(1H-benzotriazol-1-yl)(dimethylamino)methylene]-N-methyl-ammonium hexafluorophosphate F[P-](F)(F)(F)(F)F.N1(N=NC2=C1C=CC=C2)C(=[NH+]C)N(C)C